{1-{1-[(3,5-dimethylisoxazol-4-yl)sulfonyl]piperidin-4-yl}-3-[4-(7H-pyrrolo[2,3-d]pyrimidin-4-yl)-1H-pyrazol-1-yl]azetidin-3-yl}acetonitrile CC1=NOC(=C1S(=O)(=O)N1CCC(CC1)N1CC(C1)(N1N=CC(=C1)C=1C2=C(N=CN1)NC=C2)CC#N)C